dichloro(cyclooctadiene) ClC1=C(CCCCC=C1)Cl